N-(3-(triethoxysilyl)propyl)piperazine C(C)O[Si](CCCN1CCNCC1)(OCC)OCC